6,7-dichloro-1-(1-tetrahydropyran-2-ylpyrazol-4-yl)indole ClC1=CC=C2C=CN(C2=C1Cl)C=1C=NN(C1)C1OCCCC1